COC=1C(=NC=CC1)[C@H]1[C@@H](O[C@]([C@@H]1C)(C(F)(F)F)C)C(=O)NC1=CC(=NC=C1)C(=O)N (2R,3S,4R,5R)-4-[[3-(3-methoxy-2-pyridyl)-4,5-dimethyl-5-(trifluoromethyl)tetrahydrofuran-2-carbonyl]amino]pyridine-2-carboxamide